C(C)(C)(C)OC(N[C@@H]1CC[C@H](CC1)N(C(=O)NCC(C)(F)F)C1=NC=C(N=C1)C=1C=NC(=NC1)OC)=O (trans-4-(3-(2,2-difluoropropyl)-1-(5-(2-methoxypyrimidin-5-yl)pyrazin-2-yl)ureido)cyclohexyl)carbamic acid tert-butyl ester